(R)-N-(1,4-dioxo-1,4-dihydronaphthalen-2-yl)-5-(1,2-dithiolan-3-yl)pentanamide O=C1C(=CC(C2=CC=CC=C12)=O)NC(CCCC[C@H]1SSCC1)=O